ethyl 2-[4-[(1S)-3-(3-bromo-2-methyl-phenoxy)-1-methyl-propyl]-1-piperidyl]acetate BrC=1C(=C(OCC[C@H](C)C2CCN(CC2)CC(=O)OCC)C=CC1)C